CC1=C(C(=C(C(=C1)C)N)C)N 1,3,5-trimethylbenzene-2,4-diamine